NC=1C(NC(N(N1)C1=CC(=C(C(=C1)Cl)OC1=CN(C(C=C1)=O)C(C(F)(F)F)C)Cl)=O)=O 6-amino-2-(3,5-dichloro-4-((6-oxo-1-(1,1,1-trifluoropropan-2-yl)-1,6-dihydropyridin-3-yl)oxy)phenyl)-1,2,4-triazine-3,5(2H,4H)-dione